CC(C1=CC=CC=C1)N(C)C α-methyl-benzyldimethylamine